F[C@@]1([C@H](O)[C@H](O)[C@@H](C)O1)N1C=NC=2C(N)=NC=NC12 fluoro-5'-deoxyadenosine